N-methyl-N,N-dioctadecyl-ammonium [tetra(perfluorophenyl) borate] FC1=C(C(=C(C(=C1F)F)F)F)[B-](C1=C(C(=C(C(=C1F)F)F)F)F)(C1=C(C(=C(C(=C1F)F)F)F)F)C1=C(C(=C(C(=C1F)F)F)F)F.C[NH+](CCCCCCCCCCCCCCCCCC)CCCCCCCCCCCCCCCCCC